C(#N)C(C)(C)C1=CC(=NC=C1)C(=O)NC1=C(C=C(C(=C1)C=1C=NC2=CC(=NC=C2C1)N(C)CC1=CC=C(C=C1)OC)F)F 4-(2-cyanoprop-2-yl)-N-(2,4-difluoro-5-(7-((4-methoxybenzyl)(methyl)amino)-1,6-naphthyridin-3-yl)phenyl)picolinamide